C(C)(C)(C)N(C(=O)N)C1=CC2=C(N(C(CO2)=O)[C@H](C)C2=CC=CC=C2)C=C1 tert-butyl-1-{3-oxo-4-[(1R)-1-phenylethyl]-2H-1,4-benzoxazin-7-yl}urea